C(CC)OC(CCC)=O.[Na] sodium propylbutyrate